C(C)(C)(C)C1=NN(C=N1)C1=C(C=C(C=C1)C(=O)N1CCN(CC1)C=1OC=2C(=NC(=CC2)C)N1)Cl [4-(3-tert-butyl-1,2,4-triazol-1-yl)-3-chloro-phenyl]-[4-(5-methyloxazolo[4,5-b]pyridin-2-yl)piperazin-1-yl]methanone